bicyclo[3.2.2]Nonane C12CCCC(CC1)CC2